[(Z)-hex-3-enyl] butanoate Cis-3-Hexenyl-Butyrate C(=C/CCCC)/C(CC(=O)O)C.C(CCC)(=O)OCC\C=C/CC